C(C1=CC=CC=C1)OC(=O)N1[C@H](CN(CC1)C=1C2=C(N=C(N1)OCC1(CC1)C1CCN(CC1)C)CN(CC2)C(=O)OC(C)(C)C)CC#N tert-butyl (S)-4-(4-((benzyloxy) carbonyl)-3-(cyanomethyl) piperazin-1-yl)-2-((1-(1-methylpiperidin-4-yl) cyclopropyl) methoxy)-5,8-dihydropyrido[3,4-d]pyrimidine-7(6H)-carboxylate